1-(9Z-hexadecenoyl)-rac-glycerol CCCCCC/C=C\CCCCCCCC(=O)OC[C@H](CO)O